3-[4-[1-(2,6-dioxo-3-piperidyl)-3-methyl-2-oxo-benzimidazol-5-yl]-1-piperidyl]propanoic acid O=C1NC(CCC1N1C(N(C2=C1C=CC(=C2)C2CCN(CC2)CCC(=O)O)C)=O)=O